[N+](=O)([O-])C=1C=C(C=CC1)C1=CCCO1 5-(3-nitrophenyl)-2,3-dihydrofuran